C1=C(C=CC2=CC=CC=C12)S(=O)(=O)CC1=C(CNC(CCC)P(OC2=CC=CC=C2)(OC2=CC=CC=C2)=O)C=CC=C1 diphenyl (1-((2-((naphthalen-2-ylsulfonyl)methyl)benzyl)amino)butyl)phosphonate